FC=1C(=NC=C(C1)F)N 3,5-Difluoropyridin-2-amine